OC(CC1=CNC=2N=CN=C(C21)NC2CN(CCC2)C(C=C)=O)(C)C 1-(3-((5-(2-hydroxy-2-methylpropyl)-7H-pyrrolo[2,3-d]pyrimidin-4-yl)amino)piperidin-1-yl)prop-2-en-1-one